7-[2-fluoro-4-(trifluoromethyl)phenoxy]-2-azaspiro[3.5]nonane FC1=C(OC2CCC3(CNC3)CC2)C=CC(=C1)C(F)(F)F